C(=O)=[Ru](=C=O)(Cl)Cl dicarbonyl-ruthenium dichloride